BrC1=CC(=C(C2=CC=CC=C12)N)[N+](=O)[O-] 4-bromo-2-nitronaphthalen-1-amine